5-((2r,6r)-2,6-dimethylmorpholinyl)-5'-methyl-3H-spiro[furo[2,3-c]pyridin-2,3'-pyrrolidine] C[C@@H]1CN(C[C@H](O1)C)C=1C=C2C(=CN1)OC1(CNC(C1)C)C2